1-Butyl-3-(3-methyl-2,4-dioxo-1,3-diazadispiro[4.1.57.15]tridecan-10-yl)pyrimidine-2,4,6-trione C(CCC)N1C(N(C(CC1=O)=O)C1CCC2(CC3(C(N(C(N3)=O)C)=O)C2)CC1)=O